ClCCOCC(=O)N[C@H](C(=O)N1[C@@H](C[C@H](C1)O)C(=O)N[C@@H](C)C1=CC=C(C=C1)C1=C(N=CS1)C)C(C)(C)C (2S,4R)-1-((S)-2-(2-(2-chloroethoxy)acetamido)-3,3-dimethylbutanoyl)-4-hydroxy-N-((S)-1-(4-(4-methylthiazol-5-yl)phenyl)ethyl)pyrrolidine-2-carboxamide